FC(C(=O)O)(F)F.O1C(CCCC1)CC(=O)NN 2-(tetrahydro-2H-pyran-2-yl)acetohydrazide, trifluoro-acetic acid salt